3-(3-aminobenzyl)-6-methoxy-5-methyl-3,5-dihydro-4H-pyridazino[4,5-b]indol-4-one NC=1C=C(CN2N=CC3=C(N(C=4C(=CC=CC34)OC)C)C2=O)C=CC1